bis[3,5-bis(trifluoromethyl)phenyl]phosphinophenol FC(C=1C=C(C=C(C1)C(F)(F)F)P(C1=CC(=CC(=C1)C(F)(F)F)C(F)(F)F)C1=C(C=CC=C1)O)(F)F